trans-5-(2-(4-Fluoro-3,5-dimethoxyphenyl)cyclopropyl)-2-(pyridin-2-yl)pyrimidine FC1=C(C=C(C=C1OC)[C@H]1[C@@H](C1)C=1C=NC(=NC1)C1=NC=CC=C1)OC